endo-glucose O=C[C@H](O)[C@@H](O)[C@H](O)[C@H](O)CO